CC1=C(C=C2C=C(N=CC2=C1)NC(=O)[C@@H]1[C@H](C1)C1=NC=CC=C1)N1CC[NH+](CC1)[C@]1(COCC1)C (1S,2S)-N-[7-methyl-6-[4-((3R)-3-methyltetrahydrofuran-3-yl)piperazin-4-ium-1-yl]-3-isoquinolyl]-2-(2-pyridyl)cyclopropanecarboxamide